4-((1S,2S)-2-(6-(2,4-dioxo-1,2,3,4-tetrahydropyrimidin-5-yl)imidazo[1,2-b]pyridazin-8-yl)cyclopropyl)-2-fluorobenzonitrile O=C1NC=C(C(N1)=O)C=1C=C(C=2N(N1)C=CN2)[C@@H]2[C@H](C2)C2=CC(=C(C#N)C=C2)F